2-Amino-6-cyano-6-(isopropoxymethyl)-7-oxo-4,5,6,7-tetrahydrobenzo[b]thiophene-3-carboxamide NC1=C(C2=C(S1)C(C(CC2)(COC(C)C)C#N)=O)C(=O)N